O1C(=CC2=C1C=CC=C2)CC[C@@H]2N(CCC1=CC(=C(C=C21)OCC)OC)C=O (S)-1-(2-(benzofuran-2-yl)ethyl)-7-ethoxy-6-meth-oxy-3,4-dihydroisoquinoline-2(1H)-formaldehyde